BrC1=C(C=C(C=C1)F)OCOC 1-bromo-4-fluoro-2-(methoxymethoxy)benzene